COC1=C(C=CC(=C1)\C=C\S(=O)(=O)CC1=CC(=C(C(=C1)OC)OC)OC)C1=C(C=CC=C1)N(C([O-])=O)C1=CC=CC=C1 (E)-2-methoxy-4-{2-[(3,4,5-trimethoxyphenyl) methanesulfonyl] vinyl}-phenyl-N,N-diphenylcarbamate